C1(CCCC1)N1C(=CC2=C1N=C(N=C2)NC2=NC=C(C=C2)N2CCN(CC2)C2CCCC2)C(=O)O 7-cyclopentyl-2-[5-(4-cyclopentyl-piperazin-1-yl)-pyridin-2-ylamino]-7H-pyrrolo[2,3-d]pyrimidine-6-carboxylic acid